O=C1N(CCCNC1)C(=O)[O-] oxo-1,4-diazepane-1-carboxylate